6-(4-(4-fluorophenyl)thiazol-5-yl)benzo[d]thiazole FC1=CC=C(C=C1)C=1N=CSC1C1=CC2=C(N=CS2)C=C1